CC([Si](=[Ti](NC12CC3CC(CC(C1)C3)C2)C2(C(=C(C=C2)C)C)C)C)C dimethyl-dimethylsilylene(trimethylcyclopentadienyl)(adamantylamino)titanium